((1r,4r)-4-((3-formylphenyl) thio) cyclohexyl) carbamate C(N)(OC1CCC(CC1)SC1=CC(=CC=C1)C=O)=O